F[B-](F)(F)F.N1=C(C=CC=C1)[N+]=1N=C2N([C@@H]3[C@H](OC2)CC2=CC=CC=C23)C1 (5aR,10bS)-2-(pyridin-2-yl)-4,5a,6,10b-tetrahydroindeno[2,1-b][1,2,4]triazolo[4,3-d][1,4]oxazin-2-ium tetrafluoroborate